(1,1-dioxothietan-3-yl)methanol O=S1(CC(C1)CO)=O